tert-butyl ((S)-1-(((4S,7S,9aS)-7-formyl-8,8-dimethyl-5-oxooctahydropyrrolo[2,1-b][1,3]oxazepin-4-yl)amino)-1-oxopropan-2-yl)(methyl)carbamate C(=O)[C@@H]1C(C[C@@H]2OCC[C@@H](C(N21)=O)NC([C@H](C)N(C(OC(C)(C)C)=O)C)=O)(C)C